[1-(2-hydroxyethyl)azetidin-3-yl]methanone ethyl-2-chloro-3-(4-chloro-2',3',4',5',6,6'-hexafluoro-[1,1'-biphenyl]-3-yl)propanoate C(C)OC(C(CC=1C=C(C(=CC1Cl)F)C1=C(C(=C(C(=C1F)F)F)F)F)Cl)=O.OCCN1CC(C1)C=O